2-(2-cyano-2-(1-hydroxy-9H-xanthen-9-ylidene)acetamido)-ethanamide C(#N)C(C(=O)NCC(=O)N)=C1C2=CC=CC=C2OC=2C=CC=C(C12)O